BrC1=C(C=CC(=C1)Br)C=1N(C(=C(N1)C1=CC=C(C=C1)C(=O)OCC)C1=CC=C(C=C1)C(=O)OCC)C1(N=C(C(=N1)C1=CC=C(C=C1)C(=O)OCC)C1=CC=C(C=C1)C(=O)OCC)C1=C(C=C(C=C1)Br)Br 2,2'-bis(2,4-dibromophenyl)-4,4',5,5'-tetrakis(4-ethoxycarbonylphenyl)-1,2'-biimidazole